CCCCCOC(=O)C1=CC=CC=C1C(=O)OCCCCC di-N-amyl phthalate